3,3-dichloro-2-caprolactam ClC(C1C(=O)N1)(CCC)Cl